(1r,3r)-3-[(tert-butoxycarbonyl)amino]cyclobutane-1-carboxylic acid CC(C)(C)OC(=O)NC1CC(C1)C(=O)O